N1(C=CC2=CC=CC=C12)C1=NC(=NC(=N1)N1N=CC=C1)NCCCOC 4-(1H-Indol-1-yl)-N-(3-methoxypropyl)-6-(1H-pyrazol-1-yl)-1,3,5-triazin-2-amine